ClC1=C(C(=O)OC)C=C(C(=C1)NCC1=C(C=C(C=C1)OC)OC)F methyl 2-chloro-4-((2,4-dimethoxybenzyl)amino)-5-fluorobenzoate